NC=1C=CC(=NC1)C(=O)C1(CC(C1)(F)F)C1=NC=CC=C1 (5-Aminopyridin-2-yl)(3,3-difluoro-1-(pyridin-2-yl)cyclobutyl)methanone